(4-Bromo-2-hydrazineylpyridin-3-yl)methanol BrC1=C(C(=NC=C1)NN)CO